C1(=CC=CC=C1)NC1=NC=CC=N1 N-phenyl-2-pyrimidine-amine